COC=1C=C(C=CC1)/C=C/C(=O)N1C(OC[C@@H]1C1=CC=CC=C1)=O (S,E)-3-(3-(3-methoxyphenyl)acryloyl)-4-phenyloxazolidine-2-one